FC(C)(F)C1=CC(=C(C(=C1)C)N1N=C2N=C(NC(C2=C1)=O)C1=NN(C=C1)C)C 2-{4-(1,1-Difluoroethyl)-2,6-dimethylphenyl}-6-(1-methyl-1H-pyrazol-3-yl)-2,5-dihydro-4H-pyrazolo[3,4-d]pyrimidin-4-one